C(C1=CC=CC=C1)OC1=CC=2N(C=N1)C(=CN2)C2=CC(=C(C(=O)NC1CC1)C(=C2)OC)OC(F)F 4-(7-benzyloxyimidazo[1,2-c]pyrimidin-3-yl)-N-cyclopropyl-2-(difluoromethoxy)-6-methoxy-benzamide